5-[1-(2-fluoro-6-methyl-phenyl)-piperidin-4-yl]-2-[2-(isopropyl-methyl-amino)-ethyl]-7-(2-trifluoromethyl-benzyl)-2,4,5,7-tetrahydro-pyrazolo[3,4-d]pyrimidin-6-one FC1=C(C(=CC=C1)C)N1CCC(CC1)N1C(N(C=2C(C1)=CN(N2)CCN(C)C(C)C)CC2=C(C=CC=C2)C(F)(F)F)=O